CN(C/C=C/C(=O)N1CC=2N(CC1)N=C(C2C2=CC=NC=C2)C2=CC(=C(C=C2)OC)F)C (2E)-4-(dimethylamino)-1-[2-(3-fluoro-4-methoxyphenyl)-3-(pyridin-4-yl)-6,7-dihydropyrazolo[1,5-a]pyrazin-5(4H)-yl]but-2-en-1-one